C(=O)(OC(C)(C)C)N1C(C(CCC1=O)N)=O Boc-3-amino-2,6-piperidinedione